C(C)(C)(C)OC(CNC1=C(CN2CCCC23CCN(CC3)C(=O)OC(C)(C)C)C=CC(=C1)C(F)(F)F)=O tert-butyl 1-(2-((2-(tert-butoxy)-2-oxoethyl) amino)-4-(trifluoromethyl) benzyl)-1,8-diazaspiro[4.5]decane-8-carboxylate